3-bromo-4-[(2,4-difluorobenzyl)oxy]-1-{5-[(dimethylamino)methyl]-2-methylphenyl}-6-methylpyridin-2(1H)-one hydrochloride Cl.BrC=1C(N(C(=CC1OCC1=C(C=C(C=C1)F)F)C)C1=C(C=CC(=C1)CN(C)C)C)=O